Dimethyl 2-methoxy-5-nitroterephthalate COC1=C(C(=O)OC)C=C(C(=C1)C(=O)OC)[N+](=O)[O-]